5-cyclobutyl-6-methyl-1-(tetrahydro-2H-pyran-2-yl)-4-(4,4,5,5-tetramethyl-1,3,2-dioxaborolan-2-yl)-1H-indazole C1(CCC1)C=1C(=C2C=NN(C2=CC1C)C1OCCCC1)B1OC(C(O1)(C)C)(C)C